C(N)(=O)C=1C(=NC=CC1)OC1CC2(CC(C2)NC(OC2=CC=C(C=C2)[N+](=O)[O-])=O)C1 4-nitrophenyl ((R)-6-((3-carbamoylpyridin-2-yl)oxy)spiro[3.3]heptan-2-yl)carbamate